C(#N)C1=CNC=2N=C(N=C(C21)NC2CCCC2)NC2=CC=C(C1=C2OCCO1)C(=O)NC1CCN(CC1)C 8-((5-cyano-4-(cyclopentyl-amino)-7H-pyrrolo[2,3-d]pyrimidin-2-yl)amino)-N-(1-methylpiperidin-4-yl)-2,3-dihydrobenzo[b][1,4]dioxin-5-carboxamide